NC=1NC(C=2N=CN(C2N1)[C@@H]1O[C@@]([C@H](C1)O)(CO)C#C)=O 2-Amino-9-((2R,4S,5R)-5-ethynyl-4-hydroxy-5-(hydroxymethyl)tetrahydrofuran-2-yl)-1H-purin-6(9H)-one